ClC=1C=C(C=C(C1)S(=O)(=O)C)NC(=O)C1=CN(C(=C1)C1=NC=C(C=C1OCC=1C(=NOC1C)C)F)C N-(3-chloro-5-(methylsulfonyl)phenyl)-5-(3-((3,5-dimethylisoxazol-4-yl)methoxy)-5-fluoropyridin-2-yl)-1-methyl-1H-pyrrole-3-carboxamide